C1(=CC=CC=2C(=CC=CC12)N)N 1,5-naphthalenedi-amine